[O-]S(=O)(=O)C(F)(F)F.FC1(CCN(CC1)C1=CC2=C(N=C(N=C2O)C)C=[N+]1C)F 6-(4,4-Difluoropiperidin-1-yl)-4-hydroxy-2,7-dimethylpyrido[3,4-d]pyrimidin-7-ium triflate